C(CC1=CC=CC=C1)O[N+]1=CC=C(C=C1)C1=CC=CC=C1 1-phenethyloxy-4-phenylpyridinium